C(CCC)C1C(=NN(C1(C(=O)O)C)C1=CC=CC=C1)C1=CC=C(C=C1)F 4-butyl-3-(4-fluorophenyl)-5-methyl-1-phenyl-4,5-dihydro-1H-pyrazole-5-carboxylic acid